potassium 2-ethylhexenate C(C)C(C(=O)[O-])=CCCC.[K+]